((S)-(oxetan-2-yl)methyl)-1H-benzo[d]imidazole-6-carboxylic acid methyl ester COC(=O)C=1C=CC2=C(N(C=N2)C[C@H]2OCC2)C1